BrC=1C=2C(N=C3N(C2C=CC1)C1=CC(=CC=C1C31CCCCC1)C1CCN(CC1)CC1CCN(CC1)C=1C=C3CN(C(C3=CC1)=O)C1C(NC(CC1)=O)=O)=O 3-(5-(4-((4-(4'-bromo-5'-oxo-5'H-spiro[cyclohexane-1,7'-indolo[1,2-a]quinazolin]-10'-yl)piperidin-1-yl)methyl)piperidin-1-yl)-1-oxoisoindolin-2-yl)piperidine-2,6-dione